1,4-bis(di-methyl-vinyl-silyl)benzene C[Si](C1=CC=C(C=C1)[Si](C=C)(C)C)(C=C)C